tert-butyl 1'-(5-chloro-4-(((R)-1-(2,4-dichlorophenyl)ethyl)amino)-6-methylpyrimidin-2-yl)-[3,4'-bipiperidine]-1-carboxylate ClC=1C(=NC(=NC1C)N1CCC(CC1)C1CN(CCC1)C(=O)OC(C)(C)C)N[C@H](C)C1=C(C=C(C=C1)Cl)Cl